ClC=1C=CC(=C(CNC2CCC(CC2)NC(OC(C)(C)C)=O)C1)OCCOC tert-butyl ((1s,4s)-4-((5-chloro-2-(2-methoxyethoxy)benzyl)amino)cyclohexyl)carbamate